(2E,4E,7Z)-decatrienal C(\C=C\C=C\C=C/CCC)=O